4-((1-Methoxy-3-Methylcyclobutyl)Pyridin-2-yl)-N-(1-Methyl-1H-Indazol-7-yl)-1H-Pyrazole-4-Sulfonamide COC1(CC(C1)C)C=1C(=NC=CC1)C1(C=NNC1)S(=O)(=O)NC=1C=CC=C2C=NN(C12)C